hydrogen fluoride, hydrochloride Cl.F